3-methyl-1H-thieno[2,3-c]pyrazole-5-carboxamide CC=1C2=C(NN1)SC(=C2)C(=O)N